C1(CC1)C1=NC=NC(=C1C=1N=CC2=C(N(C3=CC(=CC=C23)CS(=O)(=O)NC)CC2=CC=C(C=C2)C=2N(C=C(N2)C(F)(F)F)C)N1)OC (2-(4-cyclopropyl-6-methoxypyrimidin-5-yl)-9-(4-(1-methyl-4-(trifluoromethyl)-1H-imidazol-2-yl)benzyl)-9H-pyrimido[4,5-b]indol-7-yl)-N-methylmethanesulfonamide